2-methyl-1-(5-(4-(4-(4,4,5,5-tetramethyl-1,3,2-dioxaborolan-2-yl)phenyl)piperazin-1-yl)pyridin-2-yl)butan-1-ol CC(C(O)C1=NC=C(C=C1)N1CCN(CC1)C1=CC=C(C=C1)B1OC(C(O1)(C)C)(C)C)CC